N[C@@H]1[C@@H](OCC12CCN(CC2)C=2N=CC(=NC2CO)SC2=C(C(=NC=C2)N2CCN(CC2)C(CC#N)=O)Cl)C 3-(4-(4-(5-((3s,4s)-4-amino-3-methyl-2-oxa-8-azaspiro[4.5]decan-8-yl)-6-(hydroxymethyl)pyrazin-2-ylsulfanyl)-3-chloropyridin-2-yl)piperazin-1-yl)-3-oxopropanenitrile